C(C1=CC(O)=C(O)C(O)=C1)(=O)OC[C@@H]1[C@H]([C@@H]([C@H]([C@@H](O1)OC1=CC(=C(C(/C=C/C2=CC=C(C=C2)O)=O)C=C1)O)O)O)O 4'-(6-O-Galloyl-beta-D-glucopyranosyloxy)-2',4-dihydroxychalcone